NCCONC([C@H](C)OC1=CC=C(C=C1)Cl)=O (2S)-N-(2-aminoethoxy)-2-(4-chlorophenoxy)propanamide